O=C1NC(CCC1N1C(C2=CC=C(C=C2C1)N1CCC2(CN(C2)C(=O)OC(C)(C)C)CC1)=O)=O tertbutyl 7-(2-(2,6-dioxopiperidin-3-yl)1-oxoisoindolin-5-yl)2,7-diazaspiro[3.5]nonane-2-carboxylate